C[C@@H]1O[C@@H](CN([C@@H]1CNC1=NC=C(C=C1)C(F)(F)F)C(=O)C1=NN(C(=C1C1=NC=C(C=N1)F)C)C)C ((2S,3R,6R)-2,6-Dimethyl-3-(((5-(trifluoromethyl)pyridin-2-yl)amino)methyl)morpholino)(4-(5-fluoropyrimidin-2-yl)-1,5-dimethyl-1H-pyrazol-3-yl)methanone